1-(4-(aminomethyl)-1-oxo-1,2-dihydro-phthalazin-6-yl)-N-((5-(2-hydroxy-prop-2-yl)pyridin-2-yl)methyl)-N-(5,6,7,8-tetrahydroquinolin-8-yl)cyclopropane-1-carboxamide NCC1=NNC(C2=CC=C(C=C12)C1(CC1)C(=O)N(C1CCCC=2C=CC=NC12)CC1=NC=C(C=C1)C(C)(C)O)=O